ClC1=C(C=CC=C1)C1=C(C(=CC=C1)NC=1C2=C(N=C(N1)C(F)F)C=C(C=N2)C=O)Cl 2,2'-dichloro-3'-((2-(difluoromethyl)-7-formylpyrido[3,2-d]pyrimidin-4-yl)amino)-[1,1'-biphenyl]